FC(C=1C(=CN(C(C1)=O)C)C(=O)NC1=C(C=C(C(=C1)C=1C=NC(=NC1)N1C[C@H](OCC1)C)F)N1C[C@H](N(CC1)C)C)F |r| 4-(difluoromethyl)-N-[4-fluoro-2-[rac-(3R)-3,4-dimethylpiperazin-1-yl]-5-[2-[rac-(2R)-2-methylmorpholin-4-yl]pyrimidin-5-yl]phenyl]-1-methyl-6-oxopyridine-3-carboxamide